2-(3a-(1-(4-fluorophenyl)-6-methyl-1H-indazol-5-yl)-5-methoxy-2-((1-methyl-1H-pyrazol-4-yl)sulfonyl)octahydrocyclopenta[c]pyrrol-5-yl)thiazole FC1=CC=C(C=C1)N1N=CC2=CC(=C(C=C12)C)C12C(CN(C1)S(=O)(=O)C=1C=NN(C1)C)CC(C2)(OC)C=2SC=CN2